1-((2R,3R,4S,5R,6S)-3,5-bis(benzyloxy)-2-((benzyloxy)methyl)-6-(phenylsulfanyl)tetrahydro-2H-pyran-4-yl)-4-(3,4,5-trifluorophenyl)-1H-pyrazole C(C1=CC=CC=C1)O[C@H]1[C@H](O[C@H]([C@@H]([C@H]1N1N=CC(=C1)C1=CC(=C(C(=C1)F)F)F)OCC1=CC=CC=C1)SC1=CC=CC=C1)COCC1=CC=CC=C1